C(#N)C1=CC(=C(C=C1)COC1=CC=CC(=N1)C1=CC(=C(C=C1C)CC(=O)OC)F)F methyl 2-[4-[6-[(4-cyano-2-fluoro-phenyl)methoxy]-2-pyridyl]-2-fluoro-5-methyl-phenyl]acetate